N,4-dimethylpyrrolidine-3-carboxamide CNC(=O)C1CNCC1C